(dimethoxymethyleneamino)-1H-indole-2-carboxamide COC(OC)=NN1C(=CC2=CC=CC=C12)C(=O)N